difluoro-lactic acid FCC(C(=O)O)(O)F